COC=1C=C(C=CC1)C1=NN2C(CNCC2)=C1C1=CC=NC=C1 2-(3-methoxyphenyl)-3-(pyridin-4-yl)-4,5,6,7-tetrahydropyrazolo[1,5-a]pyrazine